4-methyl-2-pyridylsulfonamide sodium salt [Na].CC1=CC(=NC=C1)S(=O)(=O)N